NC1=C(C=CC=C1Cl)C1=NC=2C(=NC=CC2C2=CC(=C(CNC(=O)C3=NC(=NO3)C(C)(C)C)C=C2)F)N1 N-(4-(2-(2-amino-3-chlorophenyl)-3H-imidazo[4,5-b]pyridin-7-yl)-2-fluorobenzyl)-3-(tert-butyl)-1,2,4-oxadiazole-5-carboxamide